C1(CCCCC1)CCOC=1C=C(C=C2C=CNC12)F 7-(2-cyclohexylethoxy)-5-fluoro-1H-indole